tert-Butyl (3-bromo-5-cyanobenzyl)carbamate BrC=1C=C(CNC(OC(C)(C)C)=O)C=C(C1)C#N